BrC=1C=CC(=C(C1)NC(C1=C(C=CC(=C1)[N+](=O)[O-])SC1=NN=NN1C)=O)C#N N-(5-bromo-2-cyanophenyl)-2-[(1-methyl-1H-1,2,3,4-tetrazol-5-yl)sulfanyl]-5-nitrobenzamide